(5-iodo-2-chlorophenyl)[4-[[(3S)-tetrahydro-3-furyl]oxy]phenyl]methanone IC=1C=CC(=C(C1)C(=O)C1=CC=C(C=C1)O[C@@H]1COCC1)Cl